1-[1-(2-fluoro-acryl)azetidin-3-yl]-3-(4-trifluoromethyl-phenyl)-1,3-dihydro-2H-imidazo[4,5-b]pyrazin-2-one FC(C(=O)N1CC(C1)N1C(N(C=2C1=NC=CN2)C2=CC=C(C=C2)C(F)(F)F)=O)=C